N,N,N',N'-Tetrakis(2,3-epoxypropyl)cyclohexane-1,3-dimethylamine C(C1CO1)N(CC1CC(CCC1)CN(CC1CO1)CC1CO1)CC1CO1